C1C(CC2=CC=CC=C12)NC1=NC=C(C=N1)C=1C(=NN(C1)CC(N1CC2=C(CC1)NNN2)=O)CN2CC(N(CC2)C)=O 4-[(4-{2-[(2,3-dihydro-1H-inden-2-yl)amino]pyrimidin-5-yl}-1-(2-oxo-2-{1H,2H,3H,4H,5H,6H,7H-[1,2,3]triazolo[4,5-c]pyridin-5-yl}ethyl)-1H-pyrazol-3-yl)methyl]-1-methylpiperazin-2-one